C(#N)C1(CC1)C(=O)N1[C@H]([C@H](CCC1)NS(=O)(=O)C)CO[C@@H]1CC[C@@H](CC1)C1=CC=CC=C1 N-((2R,3S)-1-((1-cyanocyclopropyl)carbonyl)-2-(((cis-4-phenylcyclohexyl)oxy)methyl)-piperidin-3-yl)methane-sulfonamide